3-(10-methyl-10H-phenothiazin-3-yl)benzo[c]isoxazole CN1C2=CC=CC=C2SC=2C=C(C=CC12)C1=C2C(=NO1)C=CC=C2